Ethyl 2-amino-2-[5-fluoro-2-(methoxymethoxy)phenyl]acetate NC(C(=O)OCC)C1=C(C=CC(=C1)F)OCOC